FC(/C=C/C(=O)OCC)(F)F ethyl (2E)-4,4,4-trifluorobut-2-enoate